FC1(CC(C1)C1=NN(C(=C1C1(CCC1)C)NC(OC1CC(C1)F)=O)C)F (1s,3s)-3-fluorocyclobutyl (3-(3,3-difluorocyclobutyl)-1-methyl-4-(1-methylcyclobutyl)-1H-pyrazol-5-yl)carbamate